N-(4-(4-amino-5-(4-((6-fluoro-5-methoxypyridin-2-yl)oxy)phenyl)-7-methyl-7H-pyrrolo[2,3-d]pyrimidin-6-yl)phenyl)methacrylamide NC=1C2=C(N=CN1)N(C(=C2C2=CC=C(C=C2)OC2=NC(=C(C=C2)OC)F)C2=CC=C(C=C2)NC(C(=C)C)=O)C